FC1=C(C=CC(=C1)C(F)(F)F)/C=C/C(=O)NCC(=O)N1CC2=CC=C(C=C2CC1)CC(=O)O 2-[2-[2-[[(E)-3-[2-fluoro-4-(trifluoromethyl)phenyl]prop-2-enoyl]amino]acetyl]-3,4-dihydro-1H-isoquinolin-6-yl]acetic acid